1-METHYLETHYL TETRADECANOATE C(CCCCCCCCCCCCC)(=O)OC(C)C